1,3-propylenediaminetetraacetic acid sodium [Na].C(CCN(CC(=O)O)CC(=O)O)N(CC(=O)O)CC(=O)O